[Na].[N+]=1(C(=CC=CC1)S)[O-] 2-pyridinethiol 1-oxide sodium salt